C(C)OC(CC(=O)C1CCN(CC1)C1=NC(=NC(=C1)C1=CC=C(C=C1)Cl)C=1C=NC=CC1)=O 3-(1-(6-(4-chlorophenyl)-2-(pyridin-3-yl)pyrimidin-4-yl)piperidin-4-yl)-3-oxopropanoic acid ethyl ester